tert-butyl 5-[1-(cyclopropylmethyl)-7-(2-ethyl-6-methyl-3-pyridyl)-5-[4-(5-fluoro-3-methoxy-2-pyridyl)piperazine-1-carbonyl]indol-2-yl]-3,6-dihydro-2H-pyridine-1-carboxylate C1(CC1)CN1C(=CC2=CC(=CC(=C12)C=1C(=NC(=CC1)C)CC)C(=O)N1CCN(CC1)C1=NC=C(C=C1OC)F)C1=CCCN(C1)C(=O)OC(C)(C)C